rac-5-[4-amino-2-(N-(2-amino-1-methyl-2-oxo-ethyl)-4-fluoro-anilino)thiazole-5-carbonyl]-N-(3,3-difluorocyclobutyl)isoxazole-3-carboxamide NC=1N=C(SC1C(=O)C1=CC(=NO1)C(=O)NC1CC(C1)(F)F)N(C1=CC=C(C=C1)F)[C@@H](C(=O)N)C |r|